Methyl-p-nitrobenzene 2-methyl-4,5,6,7-tetrahydro-2H-pyrazolo[3,4-c]pyridin-3-yl-triflate CN1N=C2CNCCC2=C1OS(=O)(=O)C(F)(F)F.CC1=CC=C(C=C1)[N+](=O)[O-]